(2R)-2-hydroxy-N-[3-methoxy-4-[[3-(trifluoromethyl)phenyl]sulfamoyl]phenyl]-3-methyl-butanamide O[C@@H](C(=O)NC1=CC(=C(C=C1)S(NC1=CC(=CC=C1)C(F)(F)F)(=O)=O)OC)C(C)C